N1=CC(=CC=C1)CNC(C(C1=CC(=C(C(=C1)OC)OC)OC)NCC=1C=NC=CC1)=O N-(pyridine-3-ylmethyl)-2-[(pyridine-3-ylmethyl)amino]-2-(3,4,5-trimethoxyphenyl)acetamid